C(C)OC(COCCOCCOCCOC1CCN(CC1)C(=O)OC(C)(C)C)=O tert-butyl 4-(2-[2-[2-(2-ethoxy-2-oxoethoxy)ethoxy]ethoxy]ethoxy)piperidine-1-carboxylate